COC=1C(=C2C=CNC2=C(C1)C)C(N1N=C2C=C(C=CC2=C1)C#N)C1CNCC1 2-((5-methoxy-7-methyl-1H-indol-4-yl)(pyrrolidin-3-yl)methyl)-2H-indazole-6-carbonitrile